Cl.FC(C1=NC=C(C=N1)[C@@H](C)N)(F)F (R)-1-(2-(trifluoromethyl)pyrimidin-5-yl)ethane-1-amine HCl